NC1=C(C=CC(=C1)OC)C=O 2-amino-4-methoxybenzene-1-carbaldehyde